CC1=NC(=CC=C1N1CCN(CC1)CC=1C(=CC=2C=3C(C(NC2C1)=O)=CN(N3)C)F)C(NC)=O 7-((4-(2-methyl-6-(methylcarbamoyl)pyridin-3-yl)piperazin-1-yl)methyl)-8-fluoro-2-methyl-2,5-dihydro-4H-pyrazolo[4,3-c]quinolin-4-one